ClC1=CC(=C2C(=N1)N(C=C2)CC(=O)N(C)C)C=O 2-(6-chloro-4-formyl-1H-pyrrolo[2,3-b]pyridin-1-yl)-N,N-dimethylacetamide